ClC1=CC(=C2C=C(N(C2=C1)CCNC1=CC=NC=N1)C)OC 6-[2-(6-chloro-4-methoxy-2-methyl-indol-1-yl)-ethylamino]-pyrimidin